CC=1SC(=C(N1)C)CN1C(N(C(C2=C1SC(=C2)S(=O)(=O)N(C(OC(C)(C)C)=O)C2(CC2)C)=O)CC=2C=NN(C2)C)=O tert-Butyl ((1-((2,4-dimethylthiazol-5-yl)methyl)-3-((1-methyl-1H-pyrazol-4-yl)methyl)-2,4-dioxo-1,2,3,4-tetrahydrothieno[2,3-d]pyrimidin-6-yl)sulfonyl)(1-methylcyclopropyl)carbamate